CC=1C(=C(C=C(C1)C(F)(F)F)O)C1=CC2=C(N=N1)N(CC2)[C@H]2COCCC2 (R)-3-methyl-2-(7-(tetrahydro-2H-pyran-3-yl)-6,7-dihydro-5H-pyrrolo[2,3-c]pyridazin-3-yl)-5-(trifluoromethyl)phenol